C1(CC1)C(=O)NC1=NC=C(C(=O)NC)C(=C1)NC1=C(C(=CC=C1)C=1C=NN(C1)C)OC 6-(cyclopropanecarboxamido)-4-((2-methoxy-3-(1-methyl-1H-pyrazol-4-yl)phenyl)amino)-N-methyl-nicotinamide